3-(5-{(R)-(1,3-Dimethyl-azetidin-3-yl)-hydroxy-[4-(2,2,2-trifluoro-ethyl)-phenyl]-methyl}-pyridin-3-yl)-[1,2,4]oxadiazol CN1CC(C1)(C)[C@@](C=1C=C(C=NC1)C1=NOC=N1)(C1=CC=C(C=C1)CC(F)(F)F)O